C1(=CC=CC=C1)N1C(=NC2=C1C=CC=C2)C2=CC(=CC(=C2)C2=NC1=C(N2C2=CC=CC=C2)C=CC=C1)C1=NC2=C(N1C1=CC=CC=C1)C=CC=C2 1,3,5-tri(1-phenyl-1H-benz[d]imidazol-2-yl)benzene